5-chloro-2-[4-(dimethoxymethyl)piperidin-1-yl]-4-iodopyridine ClC=1C(=CC(=NC1)N1CCC(CC1)C(OC)OC)I